C1(CC1)C=1N=NN(C1)[C@H](C(=O)N1[C@@H](C[C@H](C1)O)C(=O)N[C@H]1[C@@H](C(CC1)(F)F)O)C(C)(C)C (2S,4r)-1-[(2S)-2-(4-cyclopropyl-triazol-1-yl)-3,3-dimethyl-butyryl]-N-[(1r,2S)-3,3-difluoro-2-hydroxy-cyclopentyl]-4-hydroxy-pyrrolidine-2-carboxamide